trimethyl-[2-[[6-(4-methyloxazol-5-yl)-3-(4,4,5,5-tetramethyl-1,3,2-dioxaborolan-2-yl)pyrrolo[2,3-b]pyridin-1-yl]methoxy]ethyl]silane C[Si](CCOCN1C=C(C=2C1=NC(=CC2)C2=C(N=CO2)C)B2OC(C(O2)(C)C)(C)C)(C)C